(cyclopropylmethyl)-5-formyl-1H-pyrrole-2-carboxylic acid ethyl ester C(C)OC(=O)C=1N(C(=CC1)C=O)CC1CC1